The molecule is a triterpenoid of the class of onoceranoid-type terpenoids isolated from the twigs of Lansium domesticum. It has a role as a plant metabolite. It is a hydroxy monocarboxylic acid and a triterpenoid. CC1=CC[C@H]([C@]([C@H]1CC[C@H]2C(=C)CC[C@@H]3[C@@]2(CC[C@@H](C3(C)C)O)C)(C)CCC(=O)O)C(=C)C